C(C1=CC=CC=C1)C1(C(C2=CC=CC=C2C1O)=O)F (+)-2-Benzyl-2-fluoro-3-hydroxy-2,3-dihydro-1H-inden-1-one